methyl 5-allylisoquinoline-4-carboxylate C(C=C)C1=C2C(=CN=CC2=CC=C1)C(=O)OC